(S)-tert-butyl 4-(2-(1-amino-5-tert-butoxy-1,5-dioxopentan-2-yl)-1-oxoisoindolin-5-yl)piperazine-1-carboxylate NC([C@H](CCC(=O)OC(C)(C)C)N1C(C2=CC=C(C=C2C1)N1CCN(CC1)C(=O)OC(C)(C)C)=O)=O